C(C=C)(=O)N1CC2(C1)CC(C2)C=2N(C(=C(N2)C2=CC=C(C=C2)C(NC2=NC=CC(=C2)CC)=O)C(=O)N)N 2-(2-Acryloyl-2-azaspiro[3.3]heptan-6-yl)-1-amino-4-(4-((4-ethylpyridin-2-yl)carbamoyl)phenyl)-1H-imidazol-5-carboxamid